4-(2-ethoxy-2-oxo-ethyl)-1-methylpyridine C(C)OC(CC1=CCN(C=C1)C)=O